C1(CCCCCC1)C=1C(C(=CC(C1)=O)C)=O 2-cycloheptyl-6-methylcyclohexa-2,5-diene-1,4-dione